phosphinothionine PC=1SC=CC=CC=CC1